C1=C(C=CC2=CC=CC=C12)C(=O)N[C@@H](C(=O)N1[C@@H](CCC1)C(=O)O)CC1CCCCC1 ((R)-2-(2-naphthoylamino)-3-cyclohexylpropionyl)-L-proline